C(C)(C)(C)OC(NC12CCC(CC1)(CC2)C(NC)=O)=O [4-(methylcarbamoyl)bicyclo[2.2.2]oct-1-yl]carbamic acid tert-butyl ester